C1CCC2=C(C=3CCCC3C=C12)NC(=O)N=[S@@](=O)(N)C=1C=NN2C1OC[C@](C2)(C)CO (S,6S)-N'-((1,2,3,5,6,7-hexahydro-s-indacen-4-yl)carbamoyl)-6-(hydroxymethyl)-6-methyl-6,7-dihydro-5H-pyrazolo[5,1-b][1,3]oxazine-3-sulfonimidamide